5,5'-methylenebis(4-methylguaiacol) C(C1=C(C=C(C(=C1)OC)O)C)C1=C(C=C(C(=C1)OC)O)C